C(C)(C)(C)C1=CC(=C(C=C1)C=1NC2=CC=NC=C2C(C1C(=O)OC)=O)C methyl 2-(4-(tert-butyl)-2-methylphenyl)-4-oxo-1,4-dihydro-1,6-naphthyridine-3-carboxylate